benzyl N-[[2-[4-[(5-cyclopentyl-1H-pyrazol-3-yl)amino]-5-methyl-pyrimidin-2-yl]-2-azabicyclo[2.1.1]hexan-4-yl]methyl]-N-methyl-carbamate C1(CCCC1)C1=CC(=NN1)NC1=NC(=NC=C1C)N1C2CC(C1)(C2)CN(C(OCC2=CC=CC=C2)=O)C